COC=1C=C(C[C@@H]2C(CCCCC2)=O)C=CC1 R-2-(3-methoxybenzyl)-1-cycloheptanone